CC(C)(COP(=O)(O)OP(=O)(O)OC[C@@H]1[C@H]([C@H]([C@@H](O1)N2C=NC3=C(N=CN=C32)N)O)OP(=O)(O)O)[C@H](C(=O)NCCC(=O)NCCSC(=O)/C=C/CCCCC(=O)O)O The molecule is an acyl-CoA resulting from the formal condensation of the thiol group of coenzyme A with the 1-carboxy group of (2E)-oct-2-enedioic acid. It is a conjugate acid of a trans-2-octenedioyl-CoA(5-).